FC(C(C(C(C(C(C(C(C(C(C(C(C(C(F)(F)F)(F)F)(F)F)(F)F)(F)F)(F)F)(F)F)(F)F)(F)F)(F)F)(F)F)(F)F)(F)F)(C(=O)O)F perfluoro-n-tetradecyl-carboxylic acid